amino-5-cyano-4-(3-hydroxy-2-methyl-phenyl)quinoline-2-carboxamide NC=1C(=NC2=CC=CC(=C2C1C1=C(C(=CC=C1)O)C)C#N)C(=O)N